1-acetyl-4-fluoro-N-{[6-fluoro-5-(propan-2-yl)pyridin-2-yl](1-methyl-1H-indazol-6-yl)methyl}pyrrolidine-2-carboxamide C(C)(=O)N1C(CC(C1)F)C(=O)NC(C1=CC=C2C=NN(C2=C1)C)C1=NC(=C(C=C1)C(C)C)F